C(CCCCCCC\C=C/CCCCCCCC)(=O)C(CO)(O)CO monooleoyl-glycerol